[Br-].C[P+](C1=CC=CC=C1)(C1=CC=CC=C1)C1=CC=CC=C1 methyl-triphenyl-phosphonium bromide